(1r,4S)-4-(((6-(4-((2-chlorophenyl)sulfonamido)-3-fluorophenyl)-8-ethylquinazolin-2-yl)amino)cyclohexyl)-3-methylbutanamide ClC1=C(C=CC=C1)S(=O)(=O)NC1=C(C=C(C=C1)C=1C=C2C=NC(=NC2=C(C1)CC)NC1(CCCCC1)CC(CC(=O)N)C)F